N1(CCC1)C(=O)NCC(=O)N1C(CC(C1)F)C(=O)NC(C1=CC=CC=C1)C1=NC(=C(C=C1)C(C)C)F 1-{2-[(azetidine-1-carbonyl)amino]acetyl}-4-fluoro-N-{[6-fluoro-5-(propan-2-yl)pyridin-2-yl](phenyl)methyl}pyrrolidine-2-carboxamide